5α-androstan-16-en-3β-ol C[C@@]12C=CC[C@H]1[C@@H]1CC[C@H]3C[C@H](CC[C@]3(C)[C@H]1CC2)O